C(C=C)(=O)OCCCCCCCC(F)CCCCCCCCCCCCC tridecyl-fluorooctyl acrylate